C1(CC1)C1=CN(C=2N=CN=C(C21)N2[C@H](CN(CC2)C(=O)OC(C)(C)C)C)C2=CC(=C(C=C2)F)OC(F)(F)F (S)-tert-butyl 4-(5-cyclopropyl-7-(4-fluoro-3-(trifluoromethoxy) phenyl)-7H-pyrrolo[2,3-d]pyrimidin-4-yl)-3-methylpiperazine-1-carboxylate